CP1CCS(O1)(=O)=O 5-methyl-1,2,5-oxathiaphospholane-2,2-dioxide